4'-(4-(4-(4,6-diphenyl-1,3,5-triazin-2-yl)phenyl)naphthalen-1-yl)-[1,1'-biphenyl] C1(=CC=CC=C1)C1=NC(=NC(=N1)C1=CC=CC=C1)C1=CC=C(C=C1)C1=CC=C(C2=CC=CC=C12)C1=CC=C(C=C1)C1=CC=CC=C1